CP(=O)(N(P(=O)(C)C)C1S(CCC1)(=O)=O)C N,N-bis-(dimethylphosphinyl)aminotetrahydrothiophene-1,1-dioxide